C(C)N1C(=NN=C1)C[C@@H](C)C=1C=C(C=CC1)NC(=O)C=1C=C(C(=O)OC(C)(C)C)C=CN1 tert-butyl (R)-2-((3-(1-(4-ethyl-4H-1,2,4-triazol-3-yl)propan-2-yl)phenyl)carbamoyl)isonicotinate